N-(2-aminophenyl)-2-fluorobenzenesulfonamide NC1=C(C=CC=C1)NS(=O)(=O)C1=C(C=CC=C1)F